(2-chloro-5-deuteromethoxypyridin-4-yl)boric acid ClC1=NC=C(C(=C1)OB(O)O)OC[2H]